C(\C=C\C1=CC=CC=C1)(=O)OCC ethyl (E)-cinnamate